C1(CC1)C(=O)C=1N=C2N(N1)[C@@H](C[C@H]2F)C2=NC=CC=C2F Cyclopropyl-((5s,7r)-7-fluoro-5-(3-fluoropyridin-2-yl)-6,7-dihydro-5H-pyrrolo[1,2-b][1,2,4]triazol-2-yl)methanone